OC=1C=C2C[C@@H]([C@@H]([C@@H](C2=CC1)C1=CC=C(C=C1)N1CCC(CC1)CN1CCN(CC1)C=1C=C2CN(C(C2=CC1)=O)[C@@H]1C(NC(CC1)=O)=O)C1=CC=CC=C1)C (S)-3-(5-(4-((1-(4-((1R,2S,3S)-6-hydroxy-3-methyl-2-phenyl-1,2,3,4-tetrahydronaphthalen-1-yl)phenyl)piperidin-4-yl)methyl)piperazin-1-yl)-1-oxoisoindolin-2-yl)piperidine-2,6-dione